3-bromo-N-{2-(phenanthren-9-yl)-pyridin-3-yl}-benzamide BrC=1C=C(C(=O)NC=2C(=NC=CC2)C=2C3=CC=CC=C3C=3C=CC=CC3C2)C=CC1